C(C)SC1=NC(=CC(=C1C(=O)NCC1=CC(=CC=C1)F)C)N1CC(OCC1)CCOC 2-Ethylsulfanyl-N-[(3-fluorophenyl)-methyl]-6-[2-(2-methoxy-ethyl)-morpholin-4-yl]-4-methyl-pyridine-3-carboxylic acid amide